C[Si](C)(C)CC1=CC=C(C=C1)C[Si](C)(C)C 1,4-bis(trimethylsilylmethyl)benzene